2-(dimethylamino)-1-(4-(3-isopropyl-2-(2-methylquinolin-4-yl)-1H-indol-5-yl)piperidin-1-yl)ethan-1-one tert-butyl-N-[2-(4-bromo-2-methyl-pyrazol-3-yl)oxyethyl]-N-methyl-carbamate C(C)(C)(C)OC(N(C)CCOC=1N(N=CC1Br)C)=O.CN(CC(=O)N1CCC(CC1)C=1C=C2C(=C(NC2=CC1)C1=CC(=NC2=CC=CC=C12)C)C(C)C)C